tert-butyl (2R,5S)-4-[[4-chloro-2-(trifluoromethyl)phenyl]carbamoyl]-5-(hydroxymethyl)-2-methyl-piperazine-1-carboxylate ClC1=CC(=C(C=C1)NC(=O)N1C[C@H](N(C[C@H]1CO)C(=O)OC(C)(C)C)C)C(F)(F)F